N=CC1COCC1 3-Iminomethyltetrahydrofuran